N1N=C(N=C1)CCCCCCC1=NNC=N1 3,3'-hexamethylenebis(1H-1,2,4-triazole)